C(C)(C)N1C(=NC(=C1)C(F)(F)F)C1=C(C=C(C=C1)CNC)C 1-(4-(1-isopropyl-4-(trifluoromethyl)-1H-imidazol-2-yl)-3-methylphenyl)-N-methylmethanamine